5-nitro-3-(2-nitroethyl)amyl alcohol [N+](=O)([O-])CCC(CCO)CC[N+](=O)[O-]